3-oxo-2,3-dihydropyridazine O=C1NN=CC=C1